C(CCC)[C@@H]1C([C@H]1C=1C(CCC1C)=O)(C)C 2-((1S,3S)-3-butyl-2,2-dimethylcyclopropyl)-3-methylcyclopent-2-en-1-one